6-fluoro-N-methyl-5-(4-(3-(1-oxo-1,2,5,6,7,8-hexahydroisoquinolin-3-yl)pyrrolidin-1-yl)piperidin-1-yl)pyridineamide FC1=C(C=CC(=N1)C(=O)NC)N1CCC(CC1)N1CC(CC1)C=1NC(C=2CCCCC2C1)=O